OCC1CCC(CC1)N1N=C2C=C(C(=CC2=C1)NC(=O)C1=NC(=CC=C1)C(F)(F)F)N1CCCC1 N-[2-[4-(hydroxymethyl)cyclohexyl]-6-pyrrolidin-1-yl-indazol-5-yl]-6-(trifluoro-methyl)pyridine-2-carboxamide